COCCOC(COC1=C(C=CC=C1)OC1=C(C=C(C(=C1)N1C(N(C(=CC1=O)C(F)(F)F)C)=O)F)Cl)=O 2-Methoxyethyl-(2-{2-chloro-4-fluoro-5-[3-methyl-2,6-dioxo-4-(trifluoromethyl)-3,6-dihydropyrimidin-1(2H)-yl]phenoxy}phenoxy)acetat